CC=1N=C(SC1)N 4-methyl-2-thiazolamine